6-[2-(cyclopropylethynyl)thiazol-5-yl]pyrimidin-4(3H)-one C1(CC1)C#CC=1SC(=CN1)C1=CC(NC=N1)=O